C(C)(C)(C)OC(=O)N1CC(CCC1)(O)C(N)=O 3-carbamoyl-3-hydroxy-piperidine-1-carboxylic acid tert-butyl ester